hexoyl-glycine C(CCCCC)(=O)NCC(=O)O